CC(C)C1=NNC=C1 3-(propan-2-yl)-1H-pyrazol